(6-bromo-3-(methylamino)-2-nitrophenyl)methanol BrC1=CC=C(C(=C1CO)[N+](=O)[O-])NC